CC1=NC2=CC=CC(=C2C(N1C1C(NC(CC1)=O)=O)=O)SCC=1SC(=CN1)CN1CCCCC1 3-(2-methyl-4-oxo-5-(((5-(piperidin-1-ylmethyl)thiazol-2-yl)methyl)thio)quinazolin-3(4H)-yl)piperidine-2,6-dione